2,2-difluoro-2-(benzenesulfonyl)ethan-1-ol FC(CO)(S(=O)(=O)C1=CC=CC=C1)F